3-OXAZOLINONE C1C=NC(=O)O1